6-chloro-8-((1S,2S)-2-(3-fluoro-5-(trifluoromethyl)pyridin-2-yl)cyclopropyl)imidazo[1,2-b]pyridazine ClC=1C=C(C=2N(N1)C=CN2)[C@@H]2[C@H](C2)C2=NC=C(C=C2F)C(F)(F)F